3-Methyl-5-(2-(8-phenyl-1,4-dioxaspiro[4.5]decan-8-yl)ethyl)-1,2,4-oxadiazole CC1=NOC(=N1)CCC1(CCC2(OCCO2)CC1)C1=CC=CC=C1